C(C1=CC=CC=C1)OC1=CC(=CC=2OC(OC(C21)=O)(C)C)OC 5-(benzyloxy)-7-methoxy-2,2-dimethyl-1,3-benzodioxin-4-one